C(CCCCCCCCCCCCCCCCCCCCC)(=O)OC[C@@H](OC(CCCCCCCCCCC)=O)COP(=O)([O-])OCC[N+](C)(C)C 1-docosanoyl-2-dodecanoyl-sn-glycero-3-phosphocholine